OC(C)C1CCN(CC1)CC1=CC(=NC=C1)C=1C=C2CN(C(C2=CC1)=O)C1C(NC(CC1)=O)=O 3-(5-(4-((4-(1-hydroxyethyl)piperidin-1-yl)methyl)pyridin-2-yl)-1-oxoisoindolin-2-yl)piperidine-2,6-dione